2-(2-fluoro-4-pyridyl)imidazo[4,5-b]pyridine FC1=NC=CC(=C1)C=1NC=2C(=NC=CC2)N1